N1(CCC1)C1C[C@H](N(CC1)CC1=C2C=CNC2=C(C=C1OC)C)C1=CC=C(C(=O)O)C=C1 4-((2S)-4-(azetidin-1-yl)-1-((5-methoxy-7-methyl-1H-indol-4-yl)methyl)piperidin-2-yl)benzoic Acid